CN(CCCN=CC1=CC=C(C=C1)C=1N=C(C2=C(N1)N(C=C2)C)C2=CC=C(C=C2)C=NCCCN(C)C)C 2,4-bis{4-[(3-dimethylaminopropyl)iminomethyl]phenyl}-7-methyl-7H-pyrrolo[2,3-d]pyrimidine